1-((5-amino-6-methyl-1H-pyrrolo[3,2-b]pyridin-2-yl)methyl)-N-(4-fluorophenyl)-N,3-dimethyl-6-oxo-1,6-dihydropyridine-2-carboxamide NC1=C(C=C2C(=N1)C=C(N2)CN2C(=C(C=CC2=O)C)C(=O)N(C)C2=CC=C(C=C2)F)C